(4-(3-ethoxyoxetan-3-yl)phenyl)(4-(3-(trifluoromethyl)phenyl)piperidin-1-yl)methanone C(C)OC1(COC1)C1=CC=C(C=C1)C(=O)N1CCC(CC1)C1=CC(=CC=C1)C(F)(F)F